3-Cyano-N-(4-(4-fluoro-1-isopropyl-1H-benzo[d]imidazol-6-yl)-5-methylpyridin-2-yl)cyclohexane-1-carboxamide C(#N)C1CC(CCC1)C(=O)NC1=NC=C(C(=C1)C=1C=C(C2=C(N(C=N2)C(C)C)C1)F)C